2-(Pyridin-2-yl)-N1-(5-(trifluoromethyl)pyridin-2-yl)benzene-1,4-diamine N1=C(C=CC=C1)C1=C(C=CC(=C1)N)NC1=NC=C(C=C1)C(F)(F)F